1,6-bis(methacrylethyloxycarbonylamino)trimethylhexane C(=O)(C(=C)C)CCOC(=O)NC(C(CCCCNC(=O)OCCC(=O)C(=C)C)C)(C)C